2,2'-(methylazanediyl)bis(N-(2-(2-(2-(4-(6,8-dichloro-2-methyl-1,2,3,4-tetrahydroisoquinolin-4-yl)phenylsulfonamido)ethoxy)ethoxy)ethyl)-acetamide) tris(2,2,2-trifluoroacetate) FC(C(=O)O)(F)F.FC(C(=O)O)(F)F.FC(C(=O)O)(F)F.CN(CC(=O)NCCOCCOCCNS(=O)(=O)C1=CC=C(C=C1)C1CN(CC2=C(C=C(C=C12)Cl)Cl)C)CC(=O)NCCOCCOCCNS(=O)(=O)C1=CC=C(C=C1)C1CN(CC2=C(C=C(C=C12)Cl)Cl)C